NC(CNCCC[Si](OC)(OC)OC)C N-(2-aminopropyl)3-aminopropyl-trimethoxysilane